4-((S)-2-((S)-2-((tert-Butoxycarbonyl)amino)-3-methylbutanamido)propanamido)-2-chlorobenzoic acid methyl ester COC(C1=C(C=C(C=C1)NC([C@H](C)NC([C@H](C(C)C)NC(=O)OC(C)(C)C)=O)=O)Cl)=O